C1(CC1)CNC1=C(C=CC(=N1)C(=O)OC)[N+](=O)[O-] methyl 6-((cyclopropylmethyl) amino)-5-nitropicolinate